3-(2,6-Dichloro-8-propylamino-pyrimido[5,4-d]pyrimidin-4-ylamino)-1,1,1-trifluoro-propan-2-ol ClC=1N=C(C2=C(N1)C(=NC(=N2)Cl)NCCC)NCC(C(F)(F)F)O